3-[n-Butoxy(methyl)phosphoryl]-1-cyanopropyl acetate C(C)(=O)OC(CCP(=O)(C)OCCCC)C#N